ClC1=C(C=CC(=C1)Cl)C(C(C)C1=C(C(=NN1C)C(F)F)C(=O)N)OC [2-(2,4-dichlorophenyl)-2-methoxy-1-methyl-ethyl]-3-(difluoromethyl)-1-methyl-1H-pyrazole-4-carboxamide